benzyl 4-fluoro-2,6-dimethyl-4-formylpiperidine-1-carboxylate FC1(CC(N(C(C1)C)C(=O)OCC1=CC=CC=C1)C)C=O